5-(((2-(((3,5-dichloropyridin-4-yl)methyl)thio)-6,7-dihydro-5H-cyclopenta[d]pyrimidin-4-yl)oxy)methoxy)-5-oxopentanoic acid ClC=1C=NC=C(C1CSC=1N=C(C2=C(N1)CCC2)OCOC(CCCC(=O)O)=O)Cl